3-((5-(methoxymethyl)pyridin-2-yl)methyl)-1-methyl-1-(piperidin-4-ylmethyl)urea COCC=1C=CC(=NC1)CNC(N(CC1CCNCC1)C)=O